FC1=C(N)C=C(C=C1)[N+](=O)[O-] 2-fluoro-5-nitroaniline